3-[6-[(E)-but-2-enyl]-7-oxo-1H-pyrrolo[2,3-c]pyridin-4-yl]-2-fluorobenzamide C(\C=C\C)N1C(C2=C(C(=C1)C=1C(=C(C(=O)N)C=CC1)F)C=CN2)=O